copper sulfur salt [S].[Cu]